4-((3-chloro-4-fluorophenyl)amino)-6-methoxy-1H-indole-2-carboxylic acid ClC=1C=C(C=CC1F)NC1=C2C=C(NC2=CC(=C1)OC)C(=O)O